1-{5-azido-3-O-benzyl-4-[(benzyloxy)methyl]-5-deoxy-alpha-L-lyxofuranosyl}-5-methylpyrimidine-2,4(1H,3H)-dione N(=[N+]=[N-])C[C@]1([C@H]([C@H]([C@@H](O1)N1C(NC(C(=C1)C)=O)=O)O)OCC1=CC=CC=C1)COCC1=CC=CC=C1